C(#N)C1=CC=C(CNC(=O)C=2C(N(C3=C(C=CC=C3C2)OCC2(CC2)S(N)(=O)=O)C)=O)C=C1 N-(4-cyanobenzyl)-1-methyl-2-oxo-8-((1-sulfamoylcyclopropyl)methoxy)-1,2-dihydroquinoline-3-carboxamide